NC1=NC=CC=C1C1=NC=2C(=NC(=CC2)C=2N=NN(C2)C)N1C1=CC=C(CN2CCC(CC2)NC2=NC(=NC=C2)C#N)C=C1 4-((1-(4-(2-(2-Aminopyridin-3-yl)-5-(1-methyl-1H-1,2,3-triazol-4-yl)-3H-imidazo[4,5-b]pyridin-3-yl)benzyl)piperidin-4-yl)amino)pyrimidine-2-carbonitrile